2-(2-Chloro-4-((4-(4-(trifluoromethyl)benzyl)piperazin-1-yl)methyl)-6-methylphenoxy)-2-methylpropanoic acid ClC1=C(OC(C(=O)O)(C)C)C(=CC(=C1)CN1CCN(CC1)CC1=CC=C(C=C1)C(F)(F)F)C